Cl.Cl.N1N=CC(=C1)C1=CC=C(C=C1)NC(C(=CN)OC1=CC=C(C=C1)C(F)(F)F)=O N-(4-(1H-pyrazol-4-yl)phenyl)-3-amino-2-(4-(trifluoromethyl)phenoxy)propenamide dihydrochloride